methoxy-3,5,7,4',3',4'-hexahydroxyflavone COC=1C(=C2C(C(C(OC2=CC1O)=C1C=C(C(C=C1)(O)O)O)O)=O)O